N-[5-(1,3-benzoxazol-2-yl)-1-[(4-methoxyphenyl)methyl]pyrazol-3-yl]-3-chloro-4-methoxy-benzamide O1C(=NC2=C1C=CC=C2)C2=CC(=NN2CC2=CC=C(C=C2)OC)NC(C2=CC(=C(C=C2)OC)Cl)=O